ClC1=C(C=C(C=C1)N/C(/NC1=C(C=C(OC2=CC(=NC=C2)C(=O)NC)C=C1)F)=N/C#N)C(F)(F)F (Z)-4-(4-(3-(4-chloro-3-(trifluoromethyl)phenyl)-2-cyanoguanidino)-3-fluorophenoxy)-N-methylpyridine-2-carboxamide